benzofuran-7-ylchloro(4-(tributylsilyl)phenyl)phosphane O1C=CC2=C1C(=CC=C2)P(C2=CC=C(C=C2)[Si](CCCC)(CCCC)CCCC)Cl